(R)-4-bromo-N-(8,9-difluoro-6-oxo-1,2,3,4,5,6-hexahydrobenzo[c][1,7]naphthyridin-1-yl)-3,5-difluoro-N-methylbenzamide BrC1=C(C=C(C(=O)N(C)[C@@H]2C=3C4=C(C(NC3CNC2)=O)C=C(C(=C4)F)F)C=C1F)F